N-(3-(cyclohex-1-en-1-yl)-7-methoxy-6-(4-methoxyphenyl)-2-phenylpyrazolo[1,5-a]pyrimidin-5-yl)-1,3,4-thiadiazol-2-amine C1(=CCCCC1)C=1C(=NN2C1N=C(C(=C2OC)C2=CC=C(C=C2)OC)NC=2SC=NN2)C2=CC=CC=C2